methyl N-[4-methyl-5-({4-[(2S)-2-{[8-(2-methyl-2,3-dihydro-1H-isoindol-5-yl)quinazolin-4-yl]amino}propyl]piperazin-1-yl}sulfonyl)-1,3-thiazol-2-yl]carbamate CC=1N=C(SC1S(=O)(=O)N1CCN(CC1)C[C@H](C)NC1=NC=NC2=C(C=CC=C12)C=1C=C2CN(CC2=CC1)C)NC(OC)=O